5-chloro-N-[3-fluoro-4-(2-{pyrazolo[1,5-a]pyrimidin-3-yl}ethynyl)pyridin-2-yl]-2-methoxypyridine-3-sulfonamide ClC=1C=C(C(=NC1)OC)S(=O)(=O)NC1=NC=CC(=C1F)C#CC=1C=NN2C1N=CC=C2